OCCOCC(COCCCCCCS(=O)(=O)O)(COCCO)COCCO 6-(3-(2-hydroxyethoxy)-2,2-bis((2-hydroxyethoxy)methyl)propoxy)hexane-1-sulfonic acid